trans-2,2-dichloro-3-(4-fluoro-3-methyl-5-(trifluoromethyl)phenyl)cyclopropane-1-carboxylic acid ClC1([C@H]([C@@H]1C1=CC(=C(C(=C1)C(F)(F)F)F)C)C(=O)O)Cl